(11-undecyl)trimethoxysilane CCCCCCCCCCC[Si](OC)(OC)OC